(S)-10-((5-chloro-2-((S)-2-(methoxymethyl)pyrrolidine-1-carbonyl)pyridin-4-yl)amino)-2,7-dimethyl-1,2,3,4-tetrahydro-[1,4]oxazepino[2,3-c]quinolin-6(7H)-one ClC=1C(=CC(=NC1)C(=O)N1[C@@H](CCC1)COC)NC1=CC=2C3=C(C(N(C2C=C1)C)=O)OCC[C@@H](N3)C